FC1=CC(=C(C=O)C=C1)OC 4-FLUORO-2-METHOXYBENZALDEHYDE